C(C)(C)(C)OC(N(C)C(C)C1=NN(N=C1C1=C(C(=CC=C1)[N+](=O)[O-])F)C)=O (1-(5-(2-fluoro-3-nitrophenyl)-2-methyl-2H-1,2,3-triazol-4-yl)ethyl)(methyl)carbamic acid tert-butyl ester